4'-((2-(tert-butyl)-1H-imidazol-1-yl)methyl)-N-(4,5-dimethylisoxazol-3-yl)-5-isobutyl-[1,1'-biphenyl]-2-sulfonamide C(C)(C)(C)C=1N(C=CN1)CC1=CC=C(C=C1)C=1C(=CC=C(C1)CC(C)C)S(=O)(=O)NC1=NOC(=C1C)C